FC(CCCCCCCCCC1=C2C(NC(C2=CC=C1)=O)=O)(F)F (10,10,10-trifluorodecyl)isoindole-1,3-dione